1-[(2R,5R)-4-[tert-butyl(dimethyl)silyl]oxy-5-[(didecylamino)oxymethyl]-3-methoxy-tetrahydrofuran-2-yl]pyrimidine-2,4-dione [Si](C)(C)(C(C)(C)C)OC1C([C@@H](O[C@@H]1CON(CCCCCCCCCC)CCCCCCCCCC)N1C(NC(C=C1)=O)=O)OC